Fluoropyrrolidin FN1CCCC1